Tricyclodecanol acrylate C(C=C)(=O)O.C1(CCCCCCCCC1)O.C1(CCCCCCCCC1)O.C1(CCCCCCCCC1)O